4-{[2-(2,6-dioxopiperidin-3-yl)-1,3-dioxoisoindolin-4-yl]amino}butyric acid O=C1NC(CCC1N1C(C2=CC=CC(=C2C1=O)NCCCC(=O)O)=O)=O